C(C)CC(CC(=O)[O-])=O.C(CC)CC(CC(=O)[O-])=O.C(CC)CC(CC(=O)[O-])=O.[Al+3] aluminum bis(propylacetoacetate) mono(ethylacetoacetate)